bishydroxyethylaminopropyl-hydroxyethyl-amine OCCN(CCO)CCCNCCO